C1(CC1)C=1C=CC(=NC1)N1C(C=2CCC(CC2C=N1)C1=C(C(=CC=C1)OC)C)=O 2-(5-Cyclopropylpyridin-2-yl)-6-(3-methoxy-2-methylphenyl)-5,6,7,8-tetrahydrophthalazin-1(2H)-one